5-[(aminoiminomethyl)thio]-L-norvaline NN=CSCCC[C@H](N)C(=O)O